NC1=NN(C=C1S(=O)(=O)NC=1C=CC(=C2C(=CNC12)C#N)F)CC 3-amino-N-(3-cyano-4-fluoro-1H-indol-7-yl)-1-ethyl-pyrazole-4-sulfonamide